sodium N-stearyl-L-glutamate C(CCCCCCCCCCCCCCCCC)N[C@@H](CCC(=O)[O-])C(=O)[O-].[Na+].[Na+]